6-(2,6-dichlorophenyl)-2-({1-[2-(dimethylamino)ethyl]-2,3-dihydro-1H-indol-5-yl}amino)imidazo[1,2-a]pyrimido[5,4-e]pyrimidin-5(6H)-one ClC1=C(C(=CC=C1)Cl)N1C=2N(C3=C(C1=O)C=NC(=N3)NC=3C=C1CCN(C1=CC3)CCN(C)C)C=CN2